C(C)(C)(C)OC(=O)NC1CC(C1)CC(=O)O 2-(3-((tert-Butoxycarbonyl)amino)cyclobutyl)acetic acid